FC=1C=C(C(=O)O[Li])C=CC1C1CCN(CC1)C lithio 3-fluoro-4-(1-methylpiperidin-4-yl)benzoate